C(CCCCCC)O[C@@H]1[C@H](CNC1)NC(=O)NCCCCC 1-((3S,4S)-4-(heptyloxy)pyrrolidin-3-yl)-3-pentylurea